N1=CC(=CC=C1)CC1=NN=C(O1)C1=CC=C(N=N1)N1CCC2(CC1)OC1=CC=CC(=C1CC2)C(F)(F)F {6-[5-(pyridin-3-ylmethyl)-1,3,4-oxadiazol-2-yl]pyridazin-3-yl}-5-(trifluoromethyl)-3,4-dihydrospiro[chromene-2,4'-piperidine]